(S)-3-((4-(2,2-dimethoxyethoxy)phenyl)amino)piperidine-2,6-dione COC(COC1=CC=C(C=C1)N[C@@H]1C(NC(CC1)=O)=O)OC